4-[6-chloro-1-(4-fluorophenyl)-5-hydroxy-2-(2-methoxy-1,1-dimethyl-ethyl)indol-3-yl]Benzoic acid ClC1=C(C=C2C(=C(N(C2=C1)C1=CC=C(C=C1)F)C(COC)(C)C)C1=CC=C(C(=O)O)C=C1)O